1,6-diisopropyl-N-(1-(3,4,5-trimethoxyphenyl)-1H-imidazol-4-yl)-1H-pyrazolo[3,4-d]pyrimidin-4-amine C(C)(C)N1N=CC=2C1=NC(=NC2NC=2N=CN(C2)C2=CC(=C(C(=C2)OC)OC)OC)C(C)C